(R)-1-(4-chlorobenzyl)-3-((R or S)-3,3-dimethyloxetan-2-yl)-3-(4-(methylsulfonyl)phenethyl)pyrrolidine ClC1=CC=C(CN2C[C@](CC2)(CCC2=CC=C(C=C2)S(=O)(=O)C)[C@H]2OCC2(C)C)C=C1 |o1:23|